2-(3-Methylcyclohex-2-en-1-yl)-5-pentylphenol CC1=CC(CCC1)C1=C(C=C(C=C1)CCCCC)O